4-(Methylsulfanyl)-8-(β-D-ribofuranosyl)-8H-thieno[3',2':4,5]pyrrolo[2,3-d]pyrimidine CSC=1C2=C(N=CN1)N(C1=C2C=CS1)[C@H]1[C@H](O)[C@H](O)[C@H](O1)CO